N-((3-methylpyridin-4-yl)methyl)nicotinamide CC=1C=NC=CC1CNC(C1=CN=CC=C1)=O